BrC1=CC=C(S1)S(=O)(=O)NC(C1=C(C=C(C=C1)Cl)Cl)=O N-((5-bromothiophen-2-yl)sulfonyl)-2,4-dichlorobenzamide